[Si](C)(C)(C(C)(C)C)OC1CC(C1)(O)C1=CC2=NC(=CC=C2S1)Cl cis-3-((tert-butyldimethylsilyl)oxy)-1-(5-chlorothieno[3,2-b]pyridin-2-yl)cyclobutan-1-ol